4-methylbenzyl-sulfanone CC1=CC=C(CS=O)C=C1